octafluorohexanediol FC(C(C(C(C(O)(O)F)(F)F)(F)F)(F)F)C